FC1(C[C@@H]2[C@@H](CN(C2)C2=CC3=C(CC(O3)(C)C)C=C2NC(=O)C=2C=NN3C2N=CC=C3)C1)F N-(6-((3aR,6aS)-5,5-difluorohexahydrocyclopenta[c]pyrrol-2(1H)-yl)-2,2-dimethyl-2,3-dihydrobenzo-furan-5-yl)pyrazolo[1,5-a]pyrimidine-3-carboxamide